tert-Butyl 5-(2-hydroxy-2,3-dihydro-1H-inden-4-yl)-6-methoxy-1H-pyrazolo[4,3-b]pyridine-1-carboxylate OC1CC2=CC=CC(=C2C1)C1=C(C=C2C(=N1)C=NN2C(=O)OC(C)(C)C)OC